1-[3-[4-(3,4-dichloro-2-fluoro-anilino)quinazolin-6-yl]-1-piperidyl]prop-2-en-1-one ClC=1C(=C(NC2=NC=NC3=CC=C(C=C23)C2CN(CCC2)C(C=C)=O)C=CC1Cl)F